7-methyl-5-(4-(4-methylpyrimidin-2-yloxy)phenyl)-6-(2-vinylpyrimidin-5-yl)-7H-pyrrolo[2,3-d]pyrimidin-4-amine CN1C(=C(C2=C1N=CN=C2N)C2=CC=C(C=C2)OC2=NC=CC(=N2)C)C=2C=NC(=NC2)C=C